FC=1C=CC(=NC1C)C1=NNC=C1C=1N=C2C=C(C=NC2=CC1)C=1C=NN(C1)[C@H]1[C@H](CCC1)N (1S,2R)-2-[4-[6-[3-(5-fluoro-6-methyl-2-pyridyl)-1H-pyrazol-4-yl]-1,5-naphthyridin-3-yl]pyrazol-1-yl]cyclopentanamine